2,2,2-trifluoroethyl 9-(methyl(7H-pyrrolo[2,3-d]pyrimidin-4-yl)amino)-3-azaspiro[5.5]undecane-3-carboxylate CN(C1CCC2(CCN(CC2)C(=O)OCC(F)(F)F)CC1)C=1C2=C(N=CN1)NC=C2